C(CCCCCCCCC)OS(=O)(=O)C1=CC=CC=C1.[Na] Sodium decylbenzenesulfonate